COCC=O 2-methoxyethan-1-one